4-(hydroxyimino)-4-(4-methoxyphenyl)-3-methylbutanoate ON=C(C(CC(=O)[O-])C)C1=CC=C(C=C1)OC